2-butynylamide C(C#CC)[NH-]